CC(CC(=O)O)C(=O)C BETA-METHYLLEVULINIC ACID